[Si](C)(C)(C(C)(C)C)OC(=CC1(C[C@H](N(C1)C(=O)OC(C)(C)C)C(=O)OC)C(=O)OC)C1=CC=CC=C1 1-(t-butyl) 2,4-dimethyl (2S)-4-(2-((t-butyldimethylsilyl)oxy)-2-phenylvinyl)pyrrolidine-1,2,4-tricarboxylate